C1(CC1)N1N=CC(=C1)[C@H]1CN(CCC1(F)F)C=1N=C(C2=C(N1)N=C(S2)N(C)C)C2=C(C=C(C=C2)C(F)(F)F)F (S)-5-(3-(1-cyclopropyl-1H-pyrazol-4-yl)-4,4-difluoropiperidin-1-yl)-7-(2-fluoro-4-(trifluoromethyl)phenyl)-N,N-dimethylthiazolo[4,5-d]pyrimidin-2-amine